pyrrolidinone C1CC(=O)NC1